N-([1,1']biphenyl-4-yl)-N-{4-(1-phenyl-naphthalen-7-yl)phenyl}-amine C1(=CC=C(C=C1)NC1=CC=C(C=C1)C1=CC=C2C=CC=C(C2=C1)C1=CC=CC=C1)C1=CC=CC=C1